ethyl 3-amino-2-thiocyanobutyrate NC(C(C(=O)OCC)SC#N)C